C1(CC1)OC(CO)(C1=CC=CC=C1)C1=NC(=NC2=CC=C(C=C12)C=1C2=C(C(N(C1)C)=O)NC=C2)N2CCC(CC2)C#C 4-(4-(1-cyclopropoxy-2-hydroxy-1-phenylethyl)-2-(4-ethynylpiperidin-1-yl)quinazolin-6-yl)-6-methyl-1,6-dihydro-7H-pyrrolo[2,3-c]pyridin-7-one